2-(benzyloxy)-N-(5-(3-chlorobenzyl)-4-(morpholinomethyl)thiazol-2-yl)acetamide C(C1=CC=CC=C1)OCC(=O)NC=1SC(=C(N1)CN1CCOCC1)CC1=CC(=CC=C1)Cl